3,4-dihydroxynaphthalenone OC=1CC(C2=CC=CC=C2C1O)=O